Benzoyl-formylmethan C(C1=CC=CC=C1)(=O)CC=O